6-(2-amino-6-fluoro-5-(4-((1-(2,2,2-trifluoroethyl)piperidin-4-yl)oxy)phenyl)pyridin-3-yl)-3,4-dihydroisoquinolin-1(2H)-one NC1=NC(=C(C=C1C=1C=C2CCNC(C2=CC1)=O)C1=CC=C(C=C1)OC1CCN(CC1)CC(F)(F)F)F